C(#N)CC1(CN(C1)C(=O)NCC(F)(F)F)N1CCC(=CC1)C1=C2C(=NC(=C1)NC(=O)C1CC1)NC=C2 3-(cyanomethyl)-3-(4-(6-(cyclopropanecarboxamido)-1H-pyrrolo[2,3-b]pyridin-4-yl)-3,6-dihydropyridin-1(2H)-yl)-N-(2,2,2-trifluoroethyl)azetidine-1-carboxamide